CC(C(=O)Cl)C1=CC2=CC=C(C=C2C=C1)OC (+)-alpha-methyl-6-methoxy-2-naphthaleneacetyl chloride